CC1CC2C(CC1C(=O)OCC1CC3C(CC1C)O3)O2 3,4-Epoxy-6-methylcyclohexylmethyl 3,4-epoxy-6-methylcyclohexanecarboxylate